C(C)OC(CCC1=CC=C2CCN(C(C2=C1)C)C(=O)OC(C)(C)C)=O tert-butyl 7-(3-ethoxy-3-oxopropyl)-1-methyl-3,4-dihydroisoquinoline-2(1H)-carboxylate